C(C)S(=O)(=O)C1=NN2C(N=C(C=C2)N2N=CN=C2)=C1C1=NC=C(N=C1)OCC(C(F)(F)F)(F)F 2-(ethylsulfonyl)-3-(5-(2,2,3,3,3-pentafluoropropoxy)pyrazin-2-yl)-5-(1H-1,2,4-triazol-1-yl)pyrazolo[1,5-a]pyrimidine